5-bromo-3-fluoro-6-(methoxymethoxy)quinoline BrC1=C2C=C(C=NC2=CC=C1OCOC)F